methyl 3-(3-(tert-butylsulfanyl)-1-(cyclobutylmethyl)-6-isopropyl-1H-indol-2-yl)-2,2-dimethylpropionate C(C)(C)(C)SC1=C(N(C2=CC(=CC=C12)C(C)C)CC1CCC1)CC(C(=O)OC)(C)C